4-(3-thienyl)benzaldehyde S1C=C(C=C1)C1=CC=C(C=O)C=C1